2-aminopropane-1,2,3-tricarboxylic acid NC(CC(=O)O)(CC(=O)O)C(=O)O